C1(CCCCC1)N/C(=N/C1CCCCC1)/N1CCOCC1 (Z)-N,N'-dicyclohexylmorpholine-4-carboximidamide